3-(benzylamino)-2,2-difluoropropan-1,1,3,3-d4-1-ol C(C1=CC=CC=C1)NC(C(C(O)([2H])[2H])(F)F)([2H])[2H]